O[C@H]1N(CC(C=C1)=O)C(=O)OC(C)(C)C (R)-tert-butyl 2-hydroxy-5-oxo-5,6-dihydropyridine-1(2H)-carboxylate